(2,4-difluoro-3-(3-(1-methyl-1H-pyrazol-4-yl)-1H-pyrazolo[3,4-c]pyridin-5-yl)phenyl)cyclobutanecarboxamide FC1=C(C=CC(=C1C=1C=C2C(=CN1)NN=C2C=2C=NN(C2)C)F)C2(CCC2)C(=O)N